NC1=CC(N(N=C1C1=C(C=CC=C1)C(C)C)CCOC)=O 5-amino-6-(2-isopropylphenyl)-2-(2-methoxyethyl)pyridazin-3(2H)-one